BrC1=CC=CC(=N1)C(=O)NC1=C(C=C(C=C1)NC1=NC(=NC=C1OC)N1CCN(CC1)CC=1SC=CC1)OC 6-bromo-N-(2-methoxy-4-((5-methoxy-2-(4-(thiophen-2-ylmethyl)piperazin-1-yl)pyrimidin-4-yl)amino)phenyl)picolinamide